4-((8-Cyano-7-methoxy-2-oxo-2,3-dihydro-1H-imidazo[4,5-c]quinolin-1-yl)methyl)benzenesulfonamide C(#N)C1=CC=2C3=C(C=NC2C=C1OC)NC(N3CC3=CC=C(C=C3)S(=O)(=O)N)=O